2-chloro-4'-iodoacetophenone ClCC(=O)C1=CC=C(C=C1)I